FC=1C=C(CSC2=NN=C3N2C(=CC(N3)=O)CCC)C=CC1F 3-[(3,4-difluorobenzyl)sulfanyl]-5-propyl-[1,2,4]triazolo[4,3-a]pyrimidin-7(8H)-one